1,4-butylene octadecanedioate C1(CCCCCCCCCCCCCCCCC(=O)OCCCCO1)=O